2-(6-{[(3S,4R)-3-fluoro-2,2,6,6-tetramethylpiperidin-4-yl]oxy}pyridazin-3-yl)-5-(2H-1,2,3-triazol-2-yl)pyridin-3-ol F[C@H]1C(NC(C[C@H]1OC1=CC=C(N=N1)C1=NC=C(C=C1O)N1N=CC=N1)(C)C)(C)C